CC1(SCCC(C1NC(C)=O)=O)C N-(2,2-dimethyl-4-oxothian-3-yl)acetamide